C(C)(C)(C)NC(=S)NC1=C(C=C(C=C1C(C)C)OC1=CC=CC=C1)C(C)C 1-tert-butyl-3-(2,6-di-isopropyl-4-phenoxyphenyl)thiourea